BrC=1C2=C(SC1C(=O)N[C@@H]1CCO[C@]13O[C@@H]([C@@H]([C@@H]([C@H]3O)N3N=NC(=C3)C3=CC(=C(C(=C3)F)F)F)O)CO)C=CC=C2 3-Bromo-N-((4R,5S,7R,8R,9S,10R)-8,10-dihydroxy-7-(hydroxymethyl)-9-(4-(3,4,5-Trifluorophenyl)-1H-1,2,3-triazol-1-yl)-1,6-dioxaspiro[4.5]decan-4-yl)benzo[b]thiophene-2-carboxamide